N1(CCC1)C1CCC(CC1)OC=1N=C(SC1C(=O)[O-])C.[Li+] lithium 4-((4-(azetidin-1-yl)cyclohexyl)oxy)-2-methylthiazole-5-carboxylate